N1C=C(C2=CC=CC=C12)C=1C(N(C(C1C1=CNC2=CC=CC=C12)=O)C)=O 3,4-bis(1H-indol-3-yl)-1-methylpyrrole-2,5-dione